N1C=CC2=C(C=CC=C12)C=1C=CC=2N(C1)C(=CN2)C2=NC(=NC=C2)NC=2C=CC(=NC2)N2CCN(CC2)C(C)=O 1-(4-(5-((4-(6-(1H-Indol-4-yl)imidazo[1,2-a]pyridin-3-yl)pyrimidin-2-yl)amino)pyridin-2-yl)piperazin-1-yl)ethan-1-one